The molecule is the conjugate acid of D-ornithine having an anionic carboxy group and both amino groups protonated; major species at pH 7.3. It has a role as a human metabolite. It is an ammonium ion derivative and an amino-acid cation. It is a conjugate acid of a D-ornithine. C(C[C@H](C(=O)[O-])[NH3+])C[NH3+]